C(C1=CC=CC=C1)OC1=NC(=CC=C1C=1OC2=C(N1)C=CC(=C2)C(=O)N2[C@H](C1=C(C=CC=C1C2)F)C)OCC2=CC=CC=C2 (S)-(2-(2,6-bis(benzyloxy)pyridin-3-yl)benzo[d]oxazol-6-yl)(7-fluoro-1-methylisoindolin-2-yl)methanone